(8-ethyl-7-fluoro-3-hydroxy-1-naphthyl) 2,2-dimethylpropanoate CC(C(=O)OC1=CC(=CC2=CC=C(C(=C12)CC)F)O)(C)C